N-[(2E)-3-methanesulfonylprop-2-en-1-yl]-2-oxo-1,2,5,6,7,8-hexahydroquinoline-3-carboxamide CS(=O)(=O)/C=C/CNC(=O)C=1C(NC=2CCCCC2C1)=O